2-cyano-2-methylpropyl-4-methylbenzenesulfonate C(#N)C(COS(=O)(=O)C1=CC=C(C=C1)C)(C)C